2-fluoro-4-(1-(2-(2,2,2-trifluoroethoxy)pyridin-4-yl)-1H-1,2,4-triazol-3-yl)aniline FC1=C(N)C=CC(=C1)C1=NN(C=N1)C1=CC(=NC=C1)OCC(F)(F)F